C(N)(=O)C1=CC(=NC2=C1N=CN=C2NC2CN(CCC2)C(=O)OC(C)(C)C)Cl tert-butyl 3-([8-carbamoyl-6-chloropyrido[3,2-d]pyrimidin-4-yl]amino)piperidine-1-carboxylate